5-O-β-D-Galactofuranosyl-D-galactose [C@@H]1([C@H](O)[C@@H](O)[C@@H](O1)[C@H](O)CO)O[C@@H]([C@@H]([C@@H]([C@H](C=O)O)O)O)CO